methylene[bis(cyclopentadienyl)titanium] C=[Ti](C1C=CC=C1)C1C=CC=C1